COC1=CC=C(C=C1)CS(=O)C1=CC=CC=C1 1-methoxy-4-((phenylsulfinyl)methyl)benzene